C1(CCCCC1)[C@@H](C(=O)NC1=CC=C(C=C1)C=1C(=NNC1C)C)NC(=O)C=1N(C=NC1)C N-[(1S)-1-cyclohexyl-2-[4-(3,5-dimethyl-1H-pyrazol-4-yl)anilino]-2-oxo-ethyl]-3-methyl-imidazole-4-carboxamide